NC1=CC=C(C=C1)C1=NC=C(C=C1)[N+](=O)[O-] 2-(4-aminophenyl)-5-nitropyridine